3-(3-chloro-5-(trifluoromethyl)pyridin-2-yl)-N-(2,4-dichlorophenyl)-1,2,4-oxadiazole-5-carboxamide ClC=1C(=NC=C(C1)C(F)(F)F)C1=NOC(=N1)C(=O)NC1=C(C=C(C=C1)Cl)Cl